C1(=CC=CC=C1)OC(=O)N1CCN(CC1)C1(CCOCC1)C1=NC=C(C=C1)C(C)=O 4-[4-(5-acetylpyridin-2-yl)tetrahydro-2H-pyran-4-yl]Piperazine-1-carboxylic acid phenyl ester